6-methoxy-N-(2-methoxyphenyl)-3,4-dihydroquinoxaline-1(2H)-carboxamide COC=1C=C2NCCN(C2=CC1)C(=O)NC1=C(C=CC=C1)OC